5-bromo-3-(difluoromethyl)pyridine-2-carboxylic acid BrC=1C=C(C(=NC1)C(=O)O)C(F)F